3-(butoxy (methyl) phosphoryl)-1-cyanopropyl acetate C(C)(=O)OC(CCP(=O)(C)OCCCC)C#N